NC=1C=C(C(=O)OC)C=C(C1N)Br methyl 3,4-diamino-5-bromobenzoate